BrC1=C(C(=C(N)C=C1)F)C 4-bromo-2-fluoro-3-methyl-aniline